4,5,6-triphenyl-2,2'-bipyridine C1(=CC=CC=C1)C1=CC(=NC(=C1C1=CC=CC=C1)C1=CC=CC=C1)C1=NC=CC=C1